FC=1C=C(C=CC1)[C@@H](C12CCC(CC1)(N2)CC=2C=C(C=CC2)NS(=O)(=O)C)O N-(3-((4-((S)-(3-Fluorophenyl)(hydroxy)methyl)-7-azabicyclo[2.2.1]-heptan-1-yl)methyl)phenyl)methanesulfonamide